CC=1N=C(SC1)C=1C(=C2C(=NC1)NC=C2)NC2CC(C2)NC(OC(C)(C)C)=O tert-butyl ((1s,3s)-3-((5-(4-methylthiazol-2-yl)-1H-pyrrolo[2,3-b]pyridin-4-yl)amino)cyclobutyl)carbamate